(R)-2-((2,4-Dimethoxybenzyl)amino)-7,7,8-trimethyl-7,8-dihydro-5H-pyrano[4,3-b]pyridin-5-one COC1=C(CNC2=CC=C3C(=N2)[C@H](C(OC3=O)(C)C)C)C=CC(=C1)OC